phosphoric acid monomethacrylate C(C(=C)C)(=O)O.P(O)(O)(O)=O